(S)-2-methyl-N-(4-(pyridin-3-yloxy)phenyl)pyrrolidine-2-carboxamide hydrochloride Cl.C[C@@]1(NCCC1)C(=O)NC1=CC=C(C=C1)OC=1C=NC=CC1